ClC1=CC(=C(C=C1Cl)[C@H](N[S@@](=O)C(C)(C)C)C1CCN(CC1)S(=O)(=O)CCOC)OCC=C (S)-N-[(R)-[4,5-dichloro-2-(prop-2-en-1-yloxy)phenyl][1-(2-methoxyethanesulfonyl)piperidin-4-yl]methyl]-2-methylpropane-2-sulfinamide